6-(3-(1H-pyrazol-1-yl)phenyl)-5-methoxy-2-morpholino-N-(pyridin-4-yl)pyrimidin-4-amine N1(N=CC=C1)C=1C=C(C=CC1)C1=C(C(=NC(=N1)N1CCOCC1)NC1=CC=NC=C1)OC